1-(2-methoxyethyl)-2-((6-(trifluoromethoxy)benzo[d]oxazol-2-yl)amino)-1H-benzo[d]imidazole-5-carboxylic acid COCCN1C(=NC2=C1C=CC(=C2)C(=O)O)NC=2OC1=C(N2)C=CC(=C1)OC(F)(F)F